[I-].C[N+](C)(C)C (trimethylammonio)methane iodide